The molecule is a glycosylglucopyranuronic acid consisting of beta-D-xylopyranose and D-glucopyranuronic acid residues joined in sequence by a (1->2) glycosidic bond. It derives from a D-glucopyranuronic acid and a beta-D-xylose. C1[C@H]([C@@H]([C@H]([C@@H](O1)O[C@@H]2[C@H]([C@@H]([C@H](OC2O)C(=O)O)O)O)O)O)O